5-hydroxy-2-(4-isobutoxyphenyl)chroman-4-one OC1=C2C(CC(OC2=CC=C1)C1=CC=C(C=C1)OCC(C)C)=O